ClC1=CC=C(CNC(=O)C=2N=NSC2NC(=O)N2C(CNCC2)C2=C(C=CC=C2)F)C=C1 (2-fluoro-phenyl)-piperazine-1-carboxylic acid [4-(4-chloro-benzylcarbamoyl)-[1,2,3]thiadiazol-5-yl]-amide